O1C=C(C2=C1C=CC=C2)C2=NN(C1=C2C=NC(=C1)C(=O)N(C(C)C)C(C)C)CC(F)(F)F 3-(benzofuran-3-yl)-N,N-diisopropyl-1-(2,2,2-trifluoroethyl)pyrazolo[4,3-c]pyridine-6-carboxamide